CC=1C=CC(=NC1)C(CC1=CC=C(C=C1)C(F)(F)F)(C)C1=CC=CC(N1)=O 6-(2-(5-Methylpyridin-2-yl)-1-(4-(trifluoromethyl)phenyl)propan-2-yl)pyridin-2(1H)-one